NC1CC(CC1)S(=O)(=O)N 3-aminocyclopentane-1-sulfonamide